C(C)(C)(C)OC(NC1(CCN(CC1)C(NC=1SC(=C(N1)C1=CC(=CC=C1)C#N)C1=CC(=NC(=C1)C)C)=O)C#N)=O.C(C1CO1)OCCC[Si](OC)(OC)CC γ-glycidoxypropyl-ethyldimethoxysilane tert-butyl-N-[4-cyano-1-[[4-(3-cyanophenyl)-5-(2,6-dimethyl-4-pyridyl)thiazol-2-yl]carbamoyl]-4-piperidyl]carbamate